C(C)(C)(C)NC([O-])=O T-BUTYLCARBAMAT